5-amino-1-(2-((2-((3-chloro-2-fluorobenzyl)amino)-2-oxoethyl)(cyclopropyl)amino)-2-oxoethyl)-1H-indazole-3-carboxamide NC=1C=C2C(=NN(C2=CC1)CC(=O)N(C1CC1)CC(=O)NCC1=C(C(=CC=C1)Cl)F)C(=O)N